N-(5-cyclopropyl-1H-pyrazol-3-yl)-2-(6-methyl-2,6-diazaspiro[3.3]hept-2-yl)pyrimidin-4-amine C1(CC1)C1=CC(=NN1)NC1=NC(=NC=C1)N1CC2(C1)CN(C2)C